ClC1=CC(=C(COC2=NC=CC=C2C2=CC=C(C=C2)CC(=O)O)C=C1)F 2-(4-(2-((4-chloro-2-fluorobenzyl)oxy)pyridin-3-yl)phenyl)acetic Acid